6-((4-((S)-3-aminopiperidin-1-yl)-5-(1-(difluoromethyl)-1H-pyrazol-4-yl)pyridin-2-yl)amino)-2-(2,4-difluoro-6-methoxyphenyl)nicotinonitrile N[C@@H]1CN(CCC1)C1=CC(=NC=C1C=1C=NN(C1)C(F)F)NC1=NC(=C(C#N)C=C1)C1=C(C=C(C=C1OC)F)F